OC1=C2C(C=C(OC2=C(C(=C1OC)OC)OC)C1=CC=C(C=C1)OC)=O 5-hydroxy-4',6,7,8-tetramethoxyflavone